C(C)N(S(=O)(=O)C1=CC=C(C=C1)S(=O)(=O)N1C[C@@H](CCC1)C(=O)OC1COC1)CC Oxetan-3-yl (R)-1-((4-(N,N-diethylsulfamoyl)phenyl)sulfonyl)piperidine-3-carboxylate